8-hydroxy-5-(1,10-phenanthroline-4-yl)quinoline OC=1C=CC(=C2C=CC=NC12)C1=CC=NC2=C3N=CC=CC3=CC=C12